C(C)OC(=O)C=1NC2=CC=C(C=C2C1C=O)F 5-FLUORO-3-FORMYL-1H-INDOLE-2-CARBOXYLIC ACID ETHYL ESTER